N-(2-Chloro-3-(2,3-dichloropyridin-4-yl)phenyl)-1-methyl-5-(5,5,5-trifluoropentyl)-4,5,6,7-tetrahydro-1H-imidazo[4,5-c]pyridine-2-carboxamide ClC1=C(C=CC=C1C1=C(C(=NC=C1)Cl)Cl)NC(=O)C=1N(C2=C(CN(CC2)CCCCC(F)(F)F)N1)C